FC(C1=CC=C(C=C1)CNC1CC1)(F)F N-[[4-(trifluoromethyl)phenyl]methyl]cyclopropanamine